tert-butyl 1,1-dimethyl-7-(((trifluoromethyl) sulfonyl) oxy)-1,2,4,5-tetrahydro-3H-benzo[d]azepin-3-carboxylate CC1(CN(CCC2=C1C=CC(=C2)OS(=O)(=O)C(F)(F)F)C(=O)OC(C)(C)C)C